CC=1SC2=C(N1)C(=CC=C2OC=2C=NC(=CC2)C(F)(F)F)CNC(C=C)=O N-{(2-methyl-7-[{6-(trifluoromethyl)pyridin-3-yl}oxy]benzo[d]thiazol-4-yl)methyl}acrylamide